1-(1-(dodecanoyloxy)propyl)-5-(4-(hexyloxy)-1,2,5-thiadiazol-3-yl)-1-methyl-1,2,3,6-tetrahydropyridin-1-ium chloride [Cl-].C(CCCCCCCCCCC)(=O)OC(CC)[N+]1(CCC=C(C1)C1=NSN=C1OCCCCCC)C